N-(2-(((3s,5s,7s)-adamantan-1-yl)oxy)ethyl)-5-(4-chloro-phenyl)-1-(2,4-dichloro-phenyl)-4-methyl-1H-pyrazole-3-carboxamide C12(CC3CC(CC(C1)C3)C2)OCCNC(=O)C2=NN(C(=C2C)C2=CC=C(C=C2)Cl)C2=C(C=C(C=C2)Cl)Cl